ClC1=C(C=CC(=C1)OC)NC(/C=N/O)=O (E)-N-(2-chloro-4-methoxyphenyl)-2-(hydroxyimino)acetamide